NC=1C=C(C=CC1)C(C)NC(OC(C)(C)C)=O tert-butyl (1-(3-aminophenyl)ethyl)carbamate